(6-chloro-2-{[(2,4-dichlorophenyl)methyl]amino}pyrimidin-4-yl)piperazine-1-carboxylic acid 2-methylpropan-2-yl ester CC(C)(C)OC(=O)N1C(CNCC1)C1=NC(=NC(=C1)Cl)NCC1=C(C=C(C=C1)Cl)Cl